CC1(OB(OC1(C)C)C1=CC=C2COCCN21)C 6-(4,4,5,5-tetramethyl-1,3,2-dioxaborolan-2-yl)-3,4-dihydro-1H-pyrrolo[2,1-c][1,4]oxazine